C(CC(C)C)OC1=CC=2CC(N3C(C2C2=C1OCC2)=CC(C(=C3)C(=O)O)=O)C(C)C 4-(Isopentyloxy)-7-isopropyl-11-oxo-2,6,7,11-tetrahydro-1H-furo[2,3-H]pyrido[2,1-a]isoquinoline-10-carboxylic acid